C(C1=CC=CC=C1)(=O)N[C@H]1[C@@H](CNC1)NC(=O)C1=CC=NC=C1 N-[(3R,4R)-4-benzamidopyrrolidin-3-yl]pyridine-4-carboxamide